2-(1-(6-oxo-5-(trifluoromethyl)-1,6-dihydropyridin-3-yl)ethoxy)isoindoline O=C1C(=CC(=CN1)C(C)ON1CC2=CC=CC=C2C1)C(F)(F)F